N-[2-(5-Hydroxy-7-Methyl-1H-indol-3-yl)ethyl]acetamide OC=1C=C2C(=CNC2=C(C1)C)CCNC(C)=O